3-((2-(2,6-dioxopiperidin-3-yl)-1,3-dioxoisoindolin-4-yl)thio)propanoic acid O=C1NC(CCC1N1C(C2=CC=CC(=C2C1=O)SCCC(=O)O)=O)=O